1,6-Dimethyl-4-[4-(6-methyl-1,3-benzoxazol-2-yl)piperidin-1-yl]-2-oxo-1,2-dihydroquinoline-3-carboxamide CN1C(C(=C(C2=CC(=CC=C12)C)N1CCC(CC1)C=1OC2=C(N1)C=CC(=C2)C)C(=O)N)=O